4-benzyloxy-2-chloro-5-methoxy-6-methyl-pyridine-3-carboxylic acid C(C1=CC=CC=C1)OC1=C(C(=NC(=C1OC)C)Cl)C(=O)O